1-(methylsulfonyl)-1H-pyrrole CS(=O)(=O)N1C=CC=C1